1-tert-Butyl-1H-[1,2,3]triazole-4-carboxylic acid ((R)-6-{2-[1-(tetrahydro-pyran-4-yl)-1H-pyrazol-4-yl]-3H-imidazo[4,5-b]pyridin-7-yl}-1,2,3,4-tetrahydro-naphthalen-1-yl)-amide O1CCC(CC1)N1N=CC(=C1)C1=NC=2C(=NC=CC2C=2C=C3CCC[C@H](C3=CC2)NC(=O)C=2N=NN(C2)C(C)(C)C)N1